FC1=NC=C(C=C1[C@@H](C)N(C(O)=O)C1=C(C=NN1C)C1=NC=C(C=C1)NC(=O)OC(C)(C)C)F.COC1=CC=C(C=C1)C(=O)N1CCN(CC1)CCCC1=CC=CC=C1 (4-Methoxyphenyl)-[4-(3-phenylpropyl)piperazin-1-yl]methanone (R)-1-(2,5-difluoropyridin-3-yl)ethyl-(4-(5-((tert-butoxycarbonyl)amino)pyridin-2-yl)-1-methyl-1H-pyrazol-5-yl)carbamate